C(C1=CC=CC=C1)OC=1C=C(C=CC1)C1=CNC2=NC=CC=C21 3-(3-(benzyloxy)phenyl)-1H-pyrrolo[2,3-b]pyridin